Tert-butyl (R)-2-((4-(9-benzyl-6-(1-methylcyclopropoxy)-9H-purin-8-yl)-3-chlorophenoxy)methyl)azetidine-1-carboxylate C(C1=CC=CC=C1)N1C2=NC=NC(=C2N=C1C1=C(C=C(OC[C@@H]2N(CC2)C(=O)OC(C)(C)C)C=C1)Cl)OC1(CC1)C